C(=C)S(=O)(=O)F VINYL-SULFONIC ACID FLUORIDE